7-bromo-2,4-dichloro-6-iodo-quinazoline BrC1=C(C=C2C(=NC(=NC2=C1)Cl)Cl)I